COC=1C=CC(=C2N=CC(=NC12)NC(=O)N1CCC(CC1)(C)O)C1=CC=CC=C1 4-Hydroxy-4-methylpiperidine-1-carboxylic acid (8-methoxy-5-phenyl-quinoxalin-2-yl)-amide